(2,6-difluorophenyl)methanone FC1=C(C(=CC=C1)F)C=O